C=CCO[C@@]1(C[C@H](C=C(O1)[C@@H](CO)O)O[C@@]2(C[C@H]([C@H]([C@H](O2)[C@@H](CO)O)O)O)C(=O)O)C(=O)O The molecule is a disaccharide derivative consisting of a 3-deoxy-alpha-D-manno-oct-2-ulopyranonosyl unit joined via an alpha-(2->4)-linkage to a 5,6-dehydro-3-deoxy-alpha-D-manno-oct-2-ulopyranonosyl unit with an O-allyl group at the anomeric centre.